CS(=O)(=O)OCC1(C2=CC=CC=C2C=2C=C(C=CC12)OCOC)COS(=O)(=O)C (3-(methoxymethoxy)-9-(methylsulfonyloxymethyl)fluoren-9-yl)methyl methanesulfonate